C(C)(=O)CC(=O)[O-].[Mn+2].C(C)(=O)CC(=O)[O-] manganese(II) acetylacetate